C(C)(C)OCCCOCCCO 3-(3-Isopropoxypropoxy)propan-1-ol